(5R)-8-chloro-N-ethyl-1-[trans-4-(pyridin-2-yloxy)cyclohexyl]-5,6-dihydro-4H-[1,2,4]triazolo[4,3-a][1]benzazepin-5-amine ClC=1C=CC2=C(C[C@H](CC=3N2C(=NN3)[C@@H]3CC[C@H](CC3)OC3=NC=CC=C3)NCC)C1